BrC1=C(C(=O)[O-])C=C(C=C1)Br 2,5-dibromobenzoate